5,5-dimethyl-3-oxotetrahydrothiophene-2-carboxylic acid ethyl ester C(C)OC(=O)C1SC(CC1=O)(C)C